Propylazodicarboxamide C(CC)NC(=O)N=NC(=O)N